The molecule is a sialopentaosylceramide consisting of a alpha-Neu5Ac-(2->3)-beta-D-Gal-(1->3)-beta-D-GalNAc-(1->4)-[alpha-Neu5Ac-(2->8)-alpha-Neu5Ac-(2->8)-alpha-Neu5Ac-(2->3)]-beta-D-Gal-(1->4)-beta-D-Glucosyl unit attached to the Cer(d18:1/18:0). It has a role as a mouse metabolite. It derives from an octadecanoic acid. CCCCCCCCCCCCCCCCCC(=O)N[C@@H](CO[C@H]1[C@@H]([C@H]([C@@H]([C@H](O1)CO)O[C@H]2[C@@H]([C@H]([C@H]([C@H](O2)CO)O[C@H]3[C@@H]([C@H]([C@H]([C@H](O3)CO)O)O[C@H]4[C@@H]([C@H]([C@H]([C@H](O4)CO)O)O[C@@]5(C[C@@H]([C@H]([C@@H](O5)[C@@H]([C@@H](CO)O)O)NC(=O)C)O)C(=O)O)O)NC(=O)C)O[C@@]6(C[C@@H]([C@H]([C@@H](O6)[C@@H]([C@@H](CO)O)O[C@@]7(C[C@@H]([C@H]([C@@H](O7)[C@@H]([C@@H](CO)O)O[C@@]8(C[C@@H]([C@H]([C@@H](O8)[C@@H]([C@@H](CO)O)O)NC(=O)C)O)C(=O)O)NC(=O)C)O)C(=O)O)NC(=O)C)O)C(=O)O)O)O)O)[C@@H](/C=C/CCCCCCCCCCCCC)O